triphenyl-[2-(3-hydroxymethyl-2,2-dimethylcyclobutylidene)propyl]phosphonium bromide [Br-].C1(=CC=CC=C1)[P+](CC(C)=C1C(C(C1)CO)(C)C)(C1=CC=CC=C1)C1=CC=CC=C1